C(#N)C=1C=C2C(=C(C(N(C2=CC1O[C@@H]1COCC1)C)=O)C(=O)N)N1CCC(CC1)C=1OC2=C(N1)C=C(C=C2)C 6-cyano-1-methyl-4-[4-(5-methyl-1,3-benzooxazol-2-yl)piperidin-1-yl]-2-oxo-7-{[(3S)-oxolane-3-yl]oxy}-1,2-dihydroquinoline-3-carboxamide